5-(2-chlorophenoxy)-3-(pyridin-2-ylamino)-4H-benzo[e][1,2,4]thiadiazine 1,1-dioxide ClC1=C(OC2=CC=CC3=C2NC(=NS3(=O)=O)NC3=NC=CC=C3)C=CC=C1